2-(1-ethyl-3-butenyl)phenol C(C)C(CC=C)C1=C(C=CC=C1)O